1,2-bis(diisocyanoethoxy)ethane [N+](#[C-])C(COCCOCC([N+]#[C-])[N+]#[C-])[N+]#[C-]